BrC=1C=C2C(=NC1)N(C(=C2)I)S(=O)(=O)C2=CC=C(C)C=C2 5-bromo-2-iodo-1-tosyl-1H-pyrrolo[2,3-b]pyridine